(3-amino-2,4,6-trimethylphenyl)-diphenylphosphoryl ketone NC=1C(=C(C(=CC1C)C)C1=C(C=CC=C1)P(=O)(C1=CC=CC=C1)C(=O)P(=O)(C1=CC=CC=C1)C1=C(C=CC=C1)C1=C(C(=C(C=C1C)C)N)C)C